trimethyl-chloromethyl-ammonium manganese (II) trichloride [Cl-].[Cl-].[Cl-].[Mn+2].C[N+](CCl)(C)C